FC(C=1C(=C(N)C(=CC1)C=1OCC(N1)(C)C)SC)F 3-(Difluoromethyl)-6-(4,4-dimethyl-4,5-dihydro-1,3-oxazol-2-yl)-2-(methylsulfanyl)anilin